BrC1=C2C=CC(=C(C2=CC=C1)C(=O)O)I 5-bromo-2-iodo-1-naphthoic acid